C(#C)C=1C=C(C=CC1C(F)(F)F)/C=C/C1CN(C1)C(C=C)=O 1-{3-[(E)-2-[3-ethynyl-4-(trifluoromethyl)phenyl]vinyl]azetidin-1-yl}prop-2-en-1-one